CC(C(=O)O)CC(=O)O.CC(C(=O)O)CC(=O)O.C(CCCCCCC\C=C/CCCCCCCC)(=O)OC methyl oleate-bis(methyl succinate)